C(=C)C1=CC=C(C=C1)C(F)(F)F 1-vinyl-4-(trifluoromethyl)benzene